1-(tert-butoxycarbonyl)-3-fluoropiperidine-4-carboxylic acid C(C)(C)(C)OC(=O)N1CC(C(CC1)C(=O)O)F